C(C)OC=1C=C(C=CC1OC)[C@@H](CS(=O)(=O)C)N1C(C2=CC=CC(=C2C1=O)NC1CCNCC1)=O 2-[(1S)-1-(3-ethoxy-4-methoxy-phenyl)-2-methylsulfonyl-ethyl]-4-(4-piperidylamino)isoindoline-1,3-dione